BrCC(=O)C1(CCOC2=C(C=CC=C12)CC(=O)OCC)C Ethyl 2-[4-(2-bromoacetyl)-4-methyl-chroman-8-yl]acetate